C1(CC1)C=1C=C2C(=NC1)N(N=C2C(=O)[O-])COCC[Si](C)(C)C.[Cs+] cesium 5-cyclopropyl-1-((2-(trimethylsilyl)ethoxy)methyl)-1H-pyrazolo[3,4-b]pyridine-3-carboxylate